S1C(=NC2=NC=CC=C21)NC(=O)C=2C=CC=C1CCN(CC21)C2=CC=CC(=N2)C(=O)O 6-(8-(thiazolo[4,5-b]pyridin-2-ylcarbamoyl)-3,4-dihydroisoquinolin-2(1H)-yl)picolinic acid